(4-(1H-imidazol-yl)phenyl)amine N1(C=NC=C1)C1=CC=C(C=C1)N